[Si](C)(C)(C(C)(C)C)O[C@H]1CC[C@@]2([C@H]3CC[C@@]4([C@H](CC[C@H]4[C@@H]3C[C@@H]([C@H]2C1)O[Si](C)(C)C(C)(C)C)C(C)=O)C)C 1-((3S,5S,6S,8R,9S,10R,13S,14S,17S)-3,6-bis((tert-butyldimethylsilyl)oxy)-10,13-dimethylhexadecahydro-1H-cyclopenta[a]phenanthren-17-yl)ethanone